5-((2-hexyloctyl)amino)-5-oxopentanoic acid C(CCCCC)C(CNC(CCCC(=O)O)=O)CCCCCC